C(C=C)(=O)N1CC(CC1)NC(OC(C)(C)C)=O tert-butyl (1-acryloylpyrrolidin-3-yl)carbamate